(2,2-dichloroacetyl)-L-alanine ClC(C(=O)N[C@@H](C)C(=O)O)Cl